(3Z,6Z)-3-(3,5-Difluorophenyl)methylene-6-((5-isopropyl-1-(3-morpholinyl)propylimidazol-4-yl)methylene)piperazine-2,5-dione, hydrochloride Cl.FC=1C=C(C=C(C1)F)\C=C/1\C(N\C(\C(N1)=O)=C/C=1N=C(NC1C(C)C)C(CC)C1NCCOC1)=O